tert-Butyl (S)-4-(2-((3-(4-(benzyloxy)phenyl)-1-(cyclopropylamino)-1-oxopropan-2-yl)amino)-2-oxoethyl)piperidine-1-carboxylate C(C1=CC=CC=C1)OC1=CC=C(C=C1)C[C@@H](C(=O)NC1CC1)NC(CC1CCN(CC1)C(=O)OC(C)(C)C)=O